(2-((2-amino-4-methylbenzo[d]thiazol-6-yl)oxy)ethyl)carbamic acid tert-butyl ester C(C)(C)(C)OC(NCCOC1=CC2=C(N=C(S2)N)C(=C1)C)=O